5-Fluoro-4-methoxy-2-((trimethylsilyl)ethynyl)pyrimidine FC=1C(=NC(=NC1)C#C[Si](C)(C)C)OC